4-[2-(4-aminopiperidin-1-yl)-5-{3-methyl-3H-imidazo[4,5-b]pyridin-6-yl}-1,3-thiazol-4-yl]-2-fluorobenzonitrile NC1CCN(CC1)C=1SC(=C(N1)C1=CC(=C(C#N)C=C1)F)C=1C=C2C(=NC1)N(C=N2)C